NC1=C(C(=NN1C(C)C)C=1C=NC(=CC1)CC(=O)NC1=CC(=NO1)C1=C(C=C(C=C1)Cl)C)C(=O)N 5-Amino-3-[6-[2-[[3-(4-chloro-2-methyl-phenyl)isoxazol-5-yl]amino]-2-oxo-ethyl]-3-pyridyl]-1-isopropyl-pyrazole-4-carboxamide